C(C)(=O)C1=CN(C2=CC(=CC=C12)P(=O)(OC)OCC)CC(=O)OC(C)(C)C tert-Butyl 2-(3-acetyl-6-(ethoxy(methoxy)phosphoryl)-1H-indol-1-yl)acetate